C1(=CC=CC2=CC=CC=C12)O 1-Naphthalenyl alcohol